(4-ethylphenyl)(2,3,4-trimethoxyphenyl)methanone C(C)C1=CC=C(C=C1)C(=O)C1=C(C(=C(C=C1)OC)OC)OC